1-(4-(4-Amino-1-isopropyl-1H-pyrazolo[3,4-d]pyrimidin-3-yl)phenyl)-3-(4-(trifluoromethyl)phenyl)urea 2,2,2-trifluoroacetate FC(C(=O)O)(F)F.NC1=C2C(=NC=N1)N(N=C2C2=CC=C(C=C2)NC(=O)NC2=CC=C(C=C2)C(F)(F)F)C(C)C